2,3-dihydrobenzofuran-5-carboxylic acid methyl ester COC(=O)C=1C=CC2=C(CCO2)C1